7-(1-(3,4-Difluorobenzyl)piperidin-3-yl)-2-(2-methoxypyridin-3-yl)pyrazolo[1,5-a]pyrimidine FC=1C=C(CN2CC(CCC2)C2=CC=NC=3N2N=C(C3)C=3C(=NC=CC3)OC)C=CC1F